2,3,4-trichlorobenzonitrile ClC1=C(C#N)C=CC(=C1Cl)Cl